ClC1=C(C=CC=C1NC=1N=CC=C2C=C(C=NC12)CN1C[C@H](CC1)O)C1=C(C(=CC=C1)C=1OC2=C(N1)C=C(C=C2C#N)CO)C (S)-2-(2'-chloro-3'-(3-((3-hydroxypyrrolidin-1-yl)methyl)-1,7-naphthyridin-8-ylamino)-2-methylbiphenyl-3-yl)-5-(hydroxymethyl)benzo[d]oxazole-7-carbonitrile